5-oxo-4-(4-trifluoromethylbenzyl)-4,6,8,9-tetrahydrothiazolo[4,5-c][2,7]naphthyridine-7(5H)-carboxylic acid tert-butyl ester C(C)(C)(C)OC(=O)N1CCC=2C3=C(N(C(C2C1)=O)CC1=CC=C(C=C1)C(F)(F)F)N=CS3